3-Methyldithio-propionic Acid Succinate C(CCC(=O)O)(=O)O.CCCC(=S)S